CC1=NC(=CC=C1N1C(NC2=C1C=CC=C2)=O)C 1-(2,6-dimethylpyridin-3-yl)-1H-benzo[d]imidazol-2(3H)-one